C1(=CC=CC=C1)C1=CC(=NC2=CC=CC=C12)C(CC(F)(F)F)(F)F 4-phenyl-2-(pentafluoropropyl)quinoline